N-{(6R)-7,7-difluoro-2-[5-fluoro-4-(2,4,6-trifluorophenyl)-1,2-benzoxazol-3-yl]-3-oxo-2,5,6,7-tetrahydro-3H-pyrrolo[1,2-c]imidazol-6-yl}-N'-methylsulfuric diamide FC1([C@@H](CN2C(N(C=C21)C2=NOC1=C2C(=C(C=C1)F)C1=C(C=C(C=C1F)F)F)=O)NS(NC)(=O)=O)F